4-(4-aminophenyl)-N-methylpyridin-3-amine NC1=CC=C(C=C1)C1=C(C=NC=C1)NC